C(CCCCCC)(=O)OCCCN(C(C=CC(NCCOCCN(C)C)=O)=O)CCCOC(CCCCCC)=O 2-methyl-9,12-dioxo-13-{3-[(1-oxoheptyl) oxy] propyl}-5-oxa-2,8,13-triazahexadec-10-en-16-yl heptanoate